4,12-dimethyltridecanoic acid CC(CCC(=O)O)CCCCCCCC(C)C